bipyridinebisamide N1=C(C(=C(C=C1)C(=O)N)C(=O)N)C1=NC=CC=C1